(trifluoromethyl)-2-((6-(trifluoromethyl)pyridin-3-yl)amino)-7H-pyrimido[5',4':3,4]cyclopenta[1,2-c]quinolin-7-one FC(F)(F)C1=C2C3=C(C=NC2=CC=C1NC=1C=NC(=CC1)C(F)(F)F)C(C1=C3C=NC=N1)=O